FC(C(C(F)(F)F)(OC1=C(C(C(C1(F)F)(F)F)(F)F)Cl)C(F)(F)F)(F)F 1-(1,1,1,3,3,3-hexafluoro-2-(trifluoromethyl)propan-2-yloxy)-2-chloro-3,3,4,4,5,5-hexafluorocyclopentene